COC(=O)[C@@H]1N(CC(C1)NC(=O)OCC1=CC=CC=C1)C(=O)OC(C)(C)C (2R)-4-(((benzyloxy)carbonyl)amino)pyrrolidine-1,2-dicarboxylic acid 1-(tert-butyl) 2-methyl ester